CC1(C2(N(C3=CC=CC=C13)CCCO)OC1=C(C=C2)C=C(C=C1Br)Br)C Dimethyl-6,8-dibromo-Spiro[2H-1-benzopyran-2,2'-[2H]indole]-1'(3'H)-propanol